CC1=C(C=CC=C1NC1=CSC=2C1=NC=C(C2)C#N)C2=CC=CC=C2 3-((2-methyl-[1,1'-biphenyl]-3-yl)amino)thieno[3,2-b]pyridine-6-carbonitrile